FC1=CC=C2C(=CNC2=C1)CC[C@@H]1N(CCC2=CC(=C(C=C12)OC)OC)C=O (S)-1-(2-(6-fluoro-1H-indol-3-yl)ethyl)-6,7-dimeth-oxy-3,4-dihydroisoquinoline-2(1H)-formaldehyde